4-bromo-1,5-dimethyl-pyrazole BrC=1C=NN(C1C)C